N[C@H]1CC[C@H](CC1)OC=1C=CC2=C(\C(\C(C=3C(=NC=NC23)N)(C)C)=N/OCCOC2=CC=CC=C2)C1 (6Z)-8-(cis-4-aminocyclohexyloxy)-5,5-dimethyl-6-(2-phenoxyethoxyimino)benzo[h]quinazolin-4-amine